CN[C@@H](CCCCN)C(=O)O L-N-methyl-lysine